OC1=C(C(N(C=C1C)C)=O)NC(N[C@@H](CC(=O)OCC)C=1C=C(C=CC1)C1=CC=C(C=C1)OC(F)(F)F)=O Ethyl (S)-3-(3-(4-Hydroxy-1,5-dimethyl-2-oxo-1,2-dihydropyridin-3-yl)ureido)-3-(4'-(trifluoromethoxy)biphenyl-3-yl)propanoat